FC1(CCC(CC1)NC1=CC(=NC(=N1)N1N=C(C=C1C)C)C(C)=O)F 1-(6-((4,4-difluorocyclohexyl)amino)-2-(3,5-dimethyl-1H-pyrazol-1-yl)pyrimidin-4-yl)ethan-1-one